O[C@@H]1CN(CC[C@H]1NC(OCC1=CC=CC=C1)=O)S(=O)(=O)C benzyl [(3R,4R)-3-hydroxy-1-(methanesulfonyl)piperidin-4-yl]carbamate